3-(4-Aminopyrimidin-2-yl)-3-methylcyclobutan-1-one NC1=NC(=NC=C1)C1(CC(C1)=O)C